(2S)-6-chloro-4-oxo-N-[(1RS,2SR,4RS,5SR)-5-{5-[cis-3-(trifluoromethoxy)cyclobutyl]-1,3,4-oxadiazol-2-yl}-7-oxabicyclo[2.2.1]hept-2-yl]-3,4-dihydro-2H-1-benzopyran-2-carboxamide ClC=1C=CC2=C(C(C[C@H](O2)C(=O)N[C@@H]2[C@H]3C[C@@H]([C@@H](C2)O3)C=3OC(=NN3)[C@@H]3C[C@@H](C3)OC(F)(F)F)=O)C1 |&1:13,14,16,17|